OCC(C(=O)NO)NC(=O)C1CCN(CC1)CC=1C(=C(C=CC1)C1=CC=CC=C1)C N-(3-hydroxy-1-(hydroxyamino)-1-oxopropan-2-yl)-1-((2-methyl-[1,1'-biphenyl]-3-yl)methyl)piperidine-4-carboxamide